(6R)-17-Amino-6-hydroxy-12-[(4-methoxyphenyl)methyl]-6,15-bis(trifluoromethyl)-19-oxa-3,4,12,18-tetrazatricyclo[12.3.1.12,5]nonadeca-1(18),2,4,14,16-pentaen-13-one NC1=CC(=C2C(N(CCCCC[C@@](C3=NN=C(C1=N2)O3)(C(F)(F)F)O)CC3=CC=C(C=C3)OC)=O)C(F)(F)F